ClC1=C(C=CC=C1)[C@@H]1N(CCCCC1)C1=NC(=NC(=C1)C)N |r| (+-)-(2-(2-chlorophenyl)azepan-1-yl)-6-methylpyrimidin-2-amine